C(CCCCCCCCCCCCCCCCC)(=O)O.C methane stearate